C(=O)C1=CC=C(C=C1)C1=CC(=C(S1)C(=O)N1C[C@H](CC1)NC(OC(C)(C)C)=O)C tert-butyl (S)-{1-[5-(4-formylphenyl)-3-methylthiophene-2-carbonyl]pyrrolidin-3-yl}carbamate